2-(4-methylphenyl)-3,3-bis(4-cyanophenyl)isoindoline-1-one CC1=CC=C(C=C1)N1C(C2=CC=CC=C2C1(C1=CC=C(C=C1)C#N)C1=CC=C(C=C1)C#N)=O